nicotine benzoat C(C1=CC=CC=C1)(=O)O.N1=CC=CC(=C1)C1N(C)CCC1